N1(CCCCC1)C=1C=C(C=C(O)C1)O 5-(piperidin-1-yl)resorcinol